bis(2,6-dibromophenyl)methane BrC1=C(C(=CC=C1)Br)CC1=C(C=CC=C1Br)Br